(3,5-Diisopropylphenyl)(cyclobutyl)methylene(cyclopentadienyl)(2,7-di-tert-butylfluoren-9-yl)dimethylzirconium C(C)(C)C=1C=C(C=C(C1)C(C)C)C[Zr](C(=C)C1CCC1)(C1C2=CC(=CC=C2C=2C=CC(=CC12)C(C)(C)C)C(C)(C)C)C1C=CC=C1